CC1=CC=CC2=CC=CC=C12 4-methylnaphthalen